FC(OC[C@H]1CN(C[C@@H](N1)C)C=1C=2N(C=C(C1)S(=O)(=O)NC1(COC1)C)C(=CN2)C=2SC(=NN2)C(F)F)F |o1:4,8| rel-8-((3R,5S)-3-((difluoromethoxy)methyl)-5-methylpiperazin-1-yl)-3-(5-(difluoromethyl)-1,3,4-thiadiazol-2-yl)-N-(3-methyloxetan-3-yl)imidazo[1,2-a]pyridine-6-sulfonamide